(2S)-2-(9-fluorenylmethoxycarbonyl-amino)-3-naphthalen-2-yl-propionic acid C1=CC=CC=2C3=CC=CC=C3C(C12)COC(=O)N[C@H](C(=O)O)CC1=CC2=CC=CC=C2C=C1